2-(((1H-Benzo[d]imidazol-2-yl)methyl)thio)-3-(4-hydroxyphenethyl)pteridin-4(3H)-one N1C(=NC2=C1C=CC=C2)CSC2=NC1=NC=CN=C1C(N2CCC2=CC=C(C=C2)O)=O